N([C@@](C(C(C(CN)([2H])[2H])([2H])[2H])([2H])[2H])(C(=O)O)[2H])([2H])[2H] L-lysine-d9